N1=CN=CC2=CC3=C(C=C12)NC(C31CCCC1)=O spiro[cyclopentane-1,6'-pyrrolo[3,2-g]quinazolin]-7'(8'H)-one